FC1=C(C#N)C=CC(=C1)N1CCN(CC1)CC=1C=C2NC(C(=NC2=C(C1)F)C)=O 2-fluoro-4-(4-((8-fluoro-2-methyl-3-oxo-3,4-dihydroquinoxalin-6-yl)methyl)piperazin-1-yl)benzonitrile